FC(C=1N=CNC1)(F)F 4-(Trifluoromethyl)imidazol